COC(=O)C1=CC2=C(N(C=N2)C2CCC(CC2)COCC2=CC=CC=C2)C=C1Br [4-(benzyloxymethyl)cyclohexyl]-6-bromo-1H-benzimidazole-5-carboxylic acid methyl ester